C(C)(C)(C)C1=NC2=C(N1)C=CC(=C2)NC(CC2=C(C=CC(=C2)Cl)OC)=O N-(2-tert-butyl-1H-benzoimidazol-5-yl)-2-(5-chloro-2-methoxy-phenyl)acetamide